O=C1NC(CCC1N1CC2=CC=C(C=C2C1)CN1CCN(CC1)C1CCNCC1)=O 2-(2,6-dioxopiperidin-3-yl)-5-((4-(piperidin-4-yl)piperazin-1-yl)methyl)isoindoline